5-fluoro-1-methyl-1H-pyrrole-3-carboxylic acid methyl ester COC(=O)C1=CN(C(=C1)F)C